C(C1=CC=CC=C1)N1CCC=2C(=CC(=NC2C1)Cl)Cl 7-benzyl-2,4-dichloro-5,6,7,8-tetrahydro-1,7-naphthyridine